1-(4-(4-fluorophenoxy)pyrimidin-2-yl)-N-(3-methylquinuclidin-3-yl)piperidine-4-carboxamide FC1=CC=C(OC2=NC(=NC=C2)N2CCC(CC2)C(=O)NC2(CN3CCC2CC3)C)C=C1